bisallyl-biphenyl C(C=C)C1=CC=C(C=C1)C1=CC=C(C=C1)CC=C